4-(difluoromethyl)-4,5,6,7-tetrahydrothiazolo[5,4-c]pyridine FC(C1NCCC2=C1SC=N2)F